N2-((1H-imidazol-2-yl)methyl)-N4-(3-chlorobenzyl)-6-(3,5-dimethylisoxazole-4-yl)quinazoline-2,4-diamine N1C(=NC=C1)CNC1=NC2=CC=C(C=C2C(=N1)NCC1=CC(=CC=C1)Cl)C=1C(=NOC1C)C